C1(=CC=CC=C1)CC(=O)O[C@@H]1[C@H](O[C@@]([C@@H]1O)(C#N)C1=CC=C2C(=NC=NN21)N)CO (2R,3S,4R,5R)-5-(4-aminopyrrolo[2,1-f][1,2,4]triazin-7-yl)-5-cyano-4-hydroxy-2-(hydroxymethyl)tetrahydrofuran-3-yl 2-phenylacetate